1-[(3,4-dichlorophenyl)-methyl]-2,1,3-benzothiadiazin-4(3H)-one 2,2-dioxide ClC=1C=C(C=CC1Cl)CN1S(NC(C2=C1C=CC=C2)=O)(=O)=O